FC(CC(C(=O)O)(C)C)F 4,4-difluoro-2,2-dimethylbutanoic acid